tert-butyl-((trans-4-((tert-butoxycarbonyl) amino) cyclohexyl) oxy) acetate C(C)(=O)OOC1(CCC(CC1)NC(=O)OC(C)(C)C)C(C)(C)C